2-methylbenzo[d]isothiazol-3(2H)-one 1,1-dioxide CN1S(C2=C(C1=O)C=CC=C2)(=O)=O